CN1CCN(CC1)C1=CC=C(C=N1)CNC=1N=CC2=C(N1)NC=C2C2=CC=1N(C=C2)N=CC1C(=O)N[C@@H](C(F)(F)F)C (R)-5-(2-(((6-(4-methylpiperazin-1-yl)pyridin-3-yl)methyl)amino)-7H-pyrrolo[2,3-d]pyrimidin-5-yl)-N-(1,1,1-trifluoropropan-2-yl)pyrazolo[1,5-a]pyridine-3-carboxamide